CS(=O)(=O)OC1CCC(CC1)C(=O)OCC 1-Ethyl 4-methylsulfonyloxycyclohexanecarboxylate